O1C(=COC2=C1C=CC=C2)B(O)O 1,4-BENZODIOXIN-2-YLBORONIC ACID